(R)-N-((E)-1-(4-fluoro-2-(iodomethyl)-2-methyl-2,3-dihydrobenzofuran-7-yl)ethylidene)-2-methylpropane-2-sulfinamide FC1=CC=C(C2=C1CC(O2)(C)CI)\C(\C)=N\[S@](=O)C(C)(C)C